(1-tosyl-1H-indol-4-yl)pentanoic acid S(=O)(=O)(C1=CC=C(C)C=C1)N1C=CC2=C(C=CC=C12)C(C(=O)O)CCC